COC(=O)C=1C2=C(N=CC1)N(C(=C2)Cl)C2CC2 chloro-1-cyclopropyl-1H-pyrrolo[2,3-b]pyridine-4-carboxylic acid methyl ester